[Na+].N[C@@H](CC1=CC=C(C=C1)OC1=CC=C(C=C1)O)C(=O)[O-] thyronine sodium salt